3-tert-butyl-N-[(1R)-1-[2-methyl-4-(4,4,5,5-tetramethyl-1,3,2-dioxaborolan-2-yl)phenyl]ethyl]-1,2,4-oxadiazole-5-carboxamide C(C)(C)(C)C1=NOC(=N1)C(=O)N[C@H](C)C1=C(C=C(C=C1)B1OC(C(O1)(C)C)(C)C)C